CC1CC2=CC=C(C=C2C1)C=O 2-methyl-2,3-dihydro-1H-indene-5-carbaldehyde